COC=1C=C2C=CN(C2=CC1)CC(C)N(CC(=O)O)C N-(1-(5-methoxy-1H-indol-1-yl)propan-2-yl)-N-methylglycine